2-(2,6-dioxopiperidin-3-yl)-4-((14-hydroxy-3,6,9,12-tetraoxatetradecyl)amino)isoindoline O=C1NC(CCC1N1CC2=CC=CC(=C2C1)NCCOCCOCCOCCOCCO)=O